N[C@H](C(=O)O[C@@H]1COCC[C@H]1NC1=NN2C(C=N1)=C(C(=C2C2(CCC2)CC)C#N)Cl)C(C)C (3S,4R)-4-{[5-chloro-6-cyano-7-(1-ethylcyclobutyl)pyrrolo[2,1-f][1,2,4]triazin-2-yl]amino}oxan-3-yl (2S)-2-amino-3-methylbutanoate